tert-butyl N-[(1S)-3-carbamoyl-1-[[(4-isopropylphenyl)methyl]carbamoyl]propyl]carbamate C(N)(=O)CC[C@@H](C(NCC1=CC=C(C=C1)C(C)C)=O)NC(OC(C)(C)C)=O